N1=C(C=CC=C1)N=NC1=C(O)C=CC=C1O (2-pyridylazo)resorcinol